3-(2-chloro-4-nitrophenyl)-5-(trifluoromethyl)isoxazole ClC1=C(C=CC(=C1)[N+](=O)[O-])C1=NOC(=C1)C(F)(F)F